2'-(3-chloro-1H-pyrrolo[2,3-b]pyridin-5-yl)-N-(2,2,2-trifluoroethyl)-5',6'-dihydrospiro[piperidine-4,4'-pyrrolo[1,2-b]pyrazole]-1-carboxamide ClC1=CNC2=NC=C(C=C21)C=2C=C1N(N2)CCC12CCN(CC2)C(=O)NCC(F)(F)F